BrC1=C(C=C(OCCN2C[C@@H]3[C@H](C2)COC3)C=C1)F (3ar,6as)-5-(2-(4-bromo-3-fluorophenoxy)ethyl)hexahydro-1H-furo[3,4-c]pyrrole